O[C@]12CNCC[C@@H]1C(NC2)=O trans-3a-hydroxyoctahydro-1H-pyrrolo[3,4-c]pyridin-1-one